4-(2-fluoropyridin-3-yl)-2-(methylthio)pyrimidine FC1=NC=CC=C1C1=NC(=NC=C1)SC